NCC=1C=C(C=CC1)N1N=C(C=C1C(=O)NC1=CC(=CC=C1)C(CCC1CC1)C1=CC=CC=C1)C(F)(F)F 1-(3-(aminomethyl)phenyl)-N-(3-(3-cyclopropyl-1-phenylpropyl)phenyl)-3-(trifluoromethyl)-1H-pyrazole-5-carboxamide